ClCCC(=O)NC1=C2C(=NNC2=CC=C1)C1=NC2=C(N1)C=C(C=C2)N2CCOCC2 3-chloro-N-(3-(6-morpholinyl-1H-benzimidazol-2-yl)-1H-indazol-4-yl)propanamide